4-(4-acryloylpiperazin-1-yl)-7-(2-((tert-butyldiphenylsilyl)oxy)-6-fluorophenyl)-6-chloro-1-(cyclopropylmethyl)pyrido[2,3-d]Pyrimidin-2(1H)-one C(C=C)(=O)N1CCN(CC1)C=1C2=C(N(C(N1)=O)CC1CC1)N=C(C(=C2)Cl)C2=C(C=CC=C2F)O[Si](C2=CC=CC=C2)(C2=CC=CC=C2)C(C)(C)C